4-((3aS,7aR)-7a-fluoro-1-oxooctahydro-2H-pyrrolo[3,4-c]pyridin-2-yl)-2-(trifluoromethyl)benzoic acid F[C@@]12[C@@H](CNCC1)CN(C2=O)C2=CC(=C(C(=O)O)C=C2)C(F)(F)F